6-(3,5-dimethylpyrazol-1-yl)-2-[[1-(1-methylpyrazolo[3,4-d]pyrimidin-4-yl)azetidin-3-yl]methyl]pyridazin-3-one CC1=NN(C(=C1)C)C=1C=CC(N(N1)CC1CN(C1)C1=C2C(=NC=N1)N(N=C2)C)=O